(+/-)-trans-tert-Butyl 6-({[1-(tert-Butoxycarbonyl)-4-(4-methoxyphenyl)-piperidin-3-yl]methyl}amino)-1-oxoisoindoline-2-carboxylate C(C)(C)(C)OC(=O)N1C[C@H]([C@@H](CC1)C1=CC=C(C=C1)OC)CNC1=CC=C2CN(C(C2=C1)=O)C(=O)OC(C)(C)C |r|